4-((2'S,3S,4'S,5'R)-1-(4-(1H-tetrazol-5-yl)benzyl)-6-chloro-4'-(3-chloro-2-Fluorophenyl)-2'-neopentylspiro[indoline-3,3'-pyrrolidine]-5'-carboxamido)-3-methoxybenzoic acid N1N=NN=C1C1=CC=C(CN2C[C@@]3([C@@H](N[C@H]([C@@H]3C3=C(C(=CC=C3)Cl)F)C(=O)NC3=C(C=C(C(=O)O)C=C3)OC)CC(C)(C)C)C3=CC=C(C=C23)Cl)C=C1